FC1=CC=C2CCC[C@H](C2=C1)NC(=O)C1CC2(C1)CC(C2)NC(=O)NCC2=CC=C(C=C2)OC (R)-N-(7-fluoro-1,2,3,4-tetrahydronaphthalen-1-yl)-6-(3-(4-methoxybenzyl)ureido)spiro[3.3]heptane-2-carboxamide